5-(azetidin-1-yl)-2-iodobenzo[b]thiophene-7-carbonitrile N1(CCC1)C1=CC2=C(SC(=C2)I)C(=C1)C#N